NC=1C2=C(N=CN1)N(C=C2C=2SC1=C(C2)C=C(C=C1OC)C)[C@@H]1CN(CC1)C(C=C)=O (S)-1-(3-(4-amino-5-(7-methoxy-5-methylbenzothiophen-2-yl)-7H-pyrrolo[2,3-d]pyrimidin-7-yl)pyrrolidin-1-yl)prop-2-en-1-one